2-methoxy-5-((oxetan-2-ylmethyl)amino)benzoate COC1=C(C(=O)[O-])C=C(C=C1)NCC1OCC1